5,5-dimethyl-3-(2-methylpropyl)cyclohex-2-en-1-ol CC1(CC(=CC(C1)O)CC(C)C)C